COC1=C(C=C(C=C1)OC)N1CC=C2N1C(=CC=N2)C2=CC(=C(C=C2)OC)OC N-(2,5-dimethoxyphenyl)-7-(3,4-dimethoxyphenyl)pyrazolo[1,5-a]pyrimidine